C(C)N1CCN(CC1)CC=1C=NC(=NC1)NC=1SC(=CN1)C1=NC(=NC=C1)OCCC1COC1 5-[(4-ethylpiperazin-1-yl)methyl]-N-(5-{2-[2-(oxetan-3-yl)ethoxy]pyrimidin-4-yl}-1,3-thiazol-2-yl)pyrimidin-2-amine